CC1(C2CN(CC12)C[C@@H](C)NC(C1=CC=C(C=C1)C1=NOC(=N1)C(F)(F)F)=O)C N-((2R)-1-(6,6-Dimethyl-3-azabicyclo[3.1.0]hexan-3-yl)propan-2-yl)-4-(5-(trifluoromethyl)-1,2,4-oxadiazol-3-yl)benzamide